BrC=1C=NC=2CCN(C(C2C1)=O)CC=1C(=NC=CC1)OC1CCCC1 3-bromo-6-((2-(cyclopentyloxy)pyridin-3-yl)methyl)-7,8-dihydro-1,6-naphthyridin-5(6H)-one